2-oxo-1,3,4-thiadiazin O=C1SC=CN=N1